3-ethyl-2-((2-(trifluoromethyl)piperidin-1-yl)methyl)imidazo[1,2-a]Pyridine-7-carboxylic acid C(C)C1=C(N=C2N1C=CC(=C2)C(=O)O)CN2C(CCCC2)C(F)(F)F